7-[(2R)-2-[[(3-chloropyridin-2-yl)oxy]methyl]pyrrolidin-1-yl]-6-cyano-1-[1-(2-methoxyethyl)pyrazol-4-yl]-4-oxoquinoline-3-carboxylic acid ClC=1C(=NC=CC1)OC[C@@H]1N(CCC1)C1=C(C=C2C(C(=CN(C2=C1)C=1C=NN(C1)CCOC)C(=O)O)=O)C#N